3-amino-N-(2-methylpropyl)propionamide hydrochloride Cl.NCCC(=O)NCC(C)C